ClC1=C(C=CC(=C1)Cl)C=1N=C(NC1C)CC1=CC=C(C=C1)C 4-(2,4-Dichlorophenyl)-2-(4-methylbenzyl)-5-methylimidazole